C(C)OC(=O)C=1NC=CC1NCC1=CC(=C(C=C1)Cl)OC(F)F 3-((4-chloro-3-(difluoromethoxy)benzyl)amino)-1H-pyrrole-2-carboxylic acid ethyl ester